L-5-Ethyl-6-fluoro-1-(tetrahydro-2H-pyran-2-yl)-1H-benzo[f]indazol-4-yl triflate O(S(=O)(=O)C(F)(F)F)C1=C2C=NN(C2=CC2=C1C(=C(C=C2)F)CC)C2OCCCC2